3-[4-(4,6-dimorpholin-4-yl-1,3,5-triazin-2-yl)phenyl]urea maleate C(\C=C/C(=O)O)(=O)O.N1(CCOCC1)C1=NC(=NC(=N1)N1CCOCC1)C1=CC=C(C=C1)NC(N)=O